tert-butyl-1,2,3,4-tetrahydrocarbazole-9-carboxylate C(C)(C)(C)OC(=O)N1C2=CC=CC=C2C=2CCCCC12